3-(2-chloro-4'-(5-oxo-4-azaspiro[2.4]heptan-4-yl)-[1,1'-biphenyl]-3-yl)piperidine-2,6-dione ClC1=C(C=CC=C1C1C(NC(CC1)=O)=O)C1=CC=C(C=C1)N1C2(CC2)CCC1=O